C(C=C)(=O)[O-].[Nb+5].C(C=C)(=O)[O-].C(C=C)(=O)[O-].C(C=C)(=O)[O-].C(C=C)(=O)[O-] niobium acrylate salt